((1r,4r)-4-((2,4-difluorobenzyl)(methyl)amino)cyclohexyl)(3,3,5-trimethyl-2,3-dihydro-1H-pyrrolo[3,2-b]pyridin-1-yl)methanone FC1=C(CN(C2CCC(CC2)C(=O)N2CC(C3=NC(=CC=C32)C)(C)C)C)C=CC(=C1)F